ClC1=NN(C2=NC(=NC=C21)Cl)CCCOC2=NN(C(=C2[N+](=O)[O-])C)C=2N(N=CC2)C 3,6-dichloro-1-(3-((2',5-dimethyl-4-nitro-2'H-[1,3'-bipyrazol]-3-yl)oxy)propyl)-1H-pyrazolo[3,4-d]pyrimidine